S-(2-hydroxypropyl) thiomethansulfonate CS(=O)(=O)SCC(C)O